N2-(2,2-dimethyl-4,17-dioxo-3,8,11,14-tetraoxa-5-azaheptadecan-17-yl)-L-asparaginyl-L-prolyl-L-valine CC(C)(OC(NCCOCCOCCOCCC(=O)N[C@@H](CC(N)=O)C(=O)N1[C@@H](CCC1)C(=O)N[C@@H](C(C)C)C(=O)O)=O)C